2-(4-(2-chloro-3-(5-formyl-6-methoxypyridin-2-yl)phenyl)-2,3-dihydro-1H-indole-1-carbonyl)-1-methyl-1,4,6,7-tetrahydro-5H-imidazo[4,5-c]pyridine-5-carboxylic acid tert-butyl ester C(C)(C)(C)OC(=O)N1CC2=C(CC1)N(C(=N2)C(=O)N2CCC1=C(C=CC=C21)C2=C(C(=CC=C2)C2=NC(=C(C=C2)C=O)OC)Cl)C